C(C)(C)(C)S(=O)N1CC2(COC2)C1C1=CC(=CC(=C1)B1OC(C(O1)(C)C)(C)C)Cl 6-tert-butylsulfinyl-7-[3-chloro-5-(4,4,5,5-tetramethyl-1,3,2-dioxaborolan-2-yl)phenyl]-2-oxa-6-azaspiro[3.3]heptane